3-(5-methoxypyrazin-2-yl)-N-(3-methylpyridin-2-yl)-1,2,4-thiadiazol-5-amine COC=1N=CC(=NC1)C1=NSC(=N1)NC1=NC=CC=C1C